4-hydroxy-2-methyl-N-(5-methylthiazol-2-yl)-2H-benzo[e][1,2]thiazine-3-carboxamide 1,1-Dioxide OC1=C(N(S(C2=C1C=CC=C2)(=O)=O)C)C(=O)NC=2SC(=CN2)C